methyl 5-hydroxy-7,8-dimethoxy-2-oxo-2,3-dihydro-1H-benzo[b]azepine-4-carboxylate OC=1C2=C(NC(CC1C(=O)OC)=O)C=C(C(=C2)OC)OC